3-Aminopropyl(dodecanoxydimethylsilan) NCCC[Si](C)(C)OCCCCCCCCCCCC